(E)-2-((E)-2-((E)-2-(pyridine-4-ylthio)-3-((E)-2-(1,3,3-trimethylindolin-2-ylidene)ethylidene)cyclohex-1-en-1-yl)vinyl)-3H-indol-1-ium iodide [I-].N1=CC=C(C=C1)SC/1=C(CCC\C1=C/C=C\1/N(C2=CC=CC=C2C1(C)C)C)/C=C/C1=[NH+]C2=CC=CC=C2C1